SCCC[Si](OC)(OC)OC 3-mercaptopropyl-(trimethoxysilane)